di-tert-butyl (2S,4S)-4-((4'-fluoro-[1,1'-biphenyl]-4-carbonyl)oxy)pyrrolidine-1,2-dicarboxylate FC1=CC=C(C=C1)C1=CC=C(C=C1)C(=O)O[C@H]1C[C@H](N(C1)C(=O)OC(C)(C)C)C(=O)OC(C)(C)C